n-Heptatriacontane CCCCCCCCCCCCCCCCCCCCCCCCCCCCCCCCCCCCC